[K].C1CCC2=C(C=3CCCC3C=C12)NC(=O)NS(=O)(=O)C1CN(C1)CCCCO N-((1,2,3,5,6,7-Hexahydro-s-indacen-4-yl)carbamoyl)-1-(4-hydroxybutyl)azetidine-3-sulfonamide, Potassium Salt